4-(chloromethyl)-5-methyl-1,3-dioxole ClCC=1OCOC1C